6-(2-chlorophenyl)-2-[(4-{[2-(dimethylamino)ethyl]amino}phenyl)amino]imidazo[1,2-a]pyrimido[5,4-e]pyrimidin-5(6H)-one ClC1=C(C=CC=C1)N1C=2N(C3=C(C1=O)C=NC(=N3)NC3=CC=C(C=C3)NCCN(C)C)C=CN2